C(CCCC)C(C(=O)O)CC.C(CCC)(=O)OCCCCC amyl butyrate (AMYL BUTYRATE)